CC1(CCC(CC1)N1C2=NC(=NC=C2N=C1NC1=C(C=C(C=C1Cl)Cl)Cl)N[C@H]1[C@@H](COCC1)C)C(=O)OCC Ethyl (1S,4s)-1-methyl-4-(2-(((3S,4R)-3-methyltetrahydro-2H-pyran-4-yl)amino)-8-((2,4,6-trichlorophenyl)amino)-9H-purin-9-yl)cyclohexane-1-carboxylate